C(=O)(O)[C@H](CC(=O)N1CC2=CC(=C(C(=C2C1)Cl)OCCCOC1=C(C2=C(SC(=C2)C(C[C@@H](C(=O)O)C)=O)C=C1OC)Cl)O)C (S)-4-(5-(3-((2-((S)-3-carboxybutanoyl)-4-chloro-6-hydroxyisoindolin-5-yl)oxy)propoxy)-4-chloro-6-methoxybenzo[b]thiophen-2-yl)-2-methyl-4-oxobutanoic acid